(5'S,7a'R)-3-{[6-(1-methyl-1H-pyrazol-5-yl)pyrimidin-4-yl]oxy}-5'-(pyrazin-2-yl)tetrahydro-3'H-spiro[cyclobutane-1,2'-pyrrolo[2,1-b][1,3]oxazol]-3'-one CN1N=CC=C1C1=CC(=NC=N1)OC1CC2(C(N3[C@H](O2)CC[C@H]3C3=NC=CN=C3)=O)C1